CS(=O)(=O)OCC1=NC(=CC(=C1)N1C=NC(=C1)C)NC(C1=NC=CC(=C1)C1=CC=CC=C1)=O (4-(4-methyl-1H-imidazol-1-yl)-6-(4-phenylpicolinamido)pyridin-2-yl)methyl methanesulfonate